n-eicosyl-methyl-propyl-sulfonium C(CCCCCCCCCCCCCCCCCCC)[S+](CCC)C